C(C)(C)(C)NC(=O)C1CC1 N-(tert-butyl)cyclopropane-1-carboxamide